ClC1=CC(=CC=C1)C 4-chloro-2-methylbenzene